C1(=CC(=CC=C1)C(COCCOCCOCCC)(C)O)C(COCCOCCOCCC)(C)O 2,2'-(1,3-phenylene)bis(1-(2-(2-propoxyethoxy)ethoxy)propan-2-ol)